1'-(tert-butyl) 4-methyl (1r,4r)-5'-bromo-4'-chlorospiro[cyclohexane-1,3'-pyrrolo[2,3-b]pyridine]-1',4(2'H)-dicarboxylate BrC=1C(=C2C(=NC1)N(CC21CCC(CC1)C(=O)OC)C(=O)OC(C)(C)C)Cl